ethyl 2-(3,5-dichloro-1H-pyrazol-1-yl)propanoate ClC1=NN(C(=C1)Cl)C(C(=O)OCC)C